1-(3-(3,6-difluoro-9H-carbazol-9-yl)-2-hydroxy-2-methylpropyl)piperidin-2-one FC=1C=CC=2N(C3=CC=C(C=C3C2C1)F)CC(CN1C(CCCC1)=O)(C)O